2-fluoro-4-methyl-5-((8-((1-methyl-1H-pyrazol-4-yl)amino)imidazo[1,2-a]pyridin-3-yl)ethynyl)-N-(4-(pyridin-4-yloxy)-3-(trifluoromethyl)phenyl)benzamide FC1=C(C(=O)NC2=CC(=C(C=C2)OC2=CC=NC=C2)C(F)(F)F)C=C(C(=C1)C)C#CC1=CN=C2N1C=CC=C2NC=2C=NN(C2)C